1,4-dioxaspiro[4.5]decane-7-carboxylate O1CCOC12CC(CCC2)C(=O)[O-]